ClC=1C=NC=C(C1[C@@H](C)OC=1C=C2C(=NNC2=CC1)C1=CC2=C(OC3(CCN(CC3)CC(F)F)OC2)C=C1)Cl 6-[5-[(1R)-1-(3,5-dichloro-4-pyridyl)ethoxy]-1H-indazol-3-yl]-1'-(2,2-difluoroethyl)spiro[4H-1,3-benzodioxine-2,4'-piperidine]